trans-1-((4-((S)-3-(3-cyano-5-fluorophenyl)isoxazolidine-2-carbonyl)cyclohexyl)methyl)-4-fluoro-1H-benzo[d]imidazole-6-carboxamide C(#N)C=1C=C(C=C(C1)F)[C@H]1N(OCC1)C(=O)[C@@H]1CC[C@H](CC1)CN1C=NC2=C1C=C(C=C2F)C(=O)N